CC(C(=O)O)(C)NC 2-methyl-2-(methylamino)propanoic acid